1-((5-ethyl-1H-pyrazol-3-yl)amino)-1-oxopropan C(C)C1=CC(=NN1)NC(CC)=O